(2r,5s)-2-ethyl-5-methyl-2,3,4,5-tetrahydropyrido[2,3-f][1,4]oxazepine dihydrochloride Cl.Cl.C(C)[C@H]1OC2=C([C@@H](NC1)C)N=CC=C2